2-(1-(2-fluoro-5-methoxy-4-nitrophenyl)piperidin-4-yl)ethan-1-ol FC1=C(C=C(C(=C1)[N+](=O)[O-])OC)N1CCC(CC1)CCO